NC1=CC=CC(=N1)C(=O)C1CCN(CC1)C1CC1 (6-aminopyridin-2-yl)(1-cyclopropylpiperidin-4-yl)methanone